1-(2-((4-(5-(1H-imidazol-1-yl)pyridin-3-yl)-1H-1,2,3-triazol-1-yl)methyl)imidazo[1,2-a]pyridin-6-yl)-N-((3-fluorobicyclo[1.1.1]pentan-1-yl)methyl)methylamine N1(C=NC=C1)C=1C=C(C=NC1)C=1N=NN(C1)CC=1N=C2N(C=C(C=C2)CNCC23CC(C2)(C3)F)C1